4-fluoro-N-(3-fluoro-5-(3-morpholinoquinoxaline-6-carbonyl)phenyl)benzamide FC1=CC=C(C(=O)NC2=CC(=CC(=C2)C(=O)C=2C=C3N=C(C=NC3=CC2)N2CCOCC2)F)C=C1